CN1CC(C1)(C)[C@@](C=1C=C(N=NC1)N1C(CC(C1)C1=NC=CC=C1)=O)(C1=CC=C(C=C1)C(C)C)O 1-{5-[(R)-(1,3-dimethyl-azetidin-3-yl)-hydroxy-(4-isopropyl-phenyl)-methyl]-pyridazin-3-yl}-4-pyridin-2-yl-pyrrolidin-2-one